ClC1=C(C=2N(N=C1N1CC3CCC(C1)O3)C(=NC2)C2=NNC=C2)N2[C@@H](CN(CC2)C)C 3-(3-chloro-4-((R)-2,4-dimethylpiperazin-1-yl)-7-(1H-pyrazol-3-yl)imidazo[1,5-b]pyridazin-2-yl)-8-oxa-3-azabicyclo[3.2.1]octane